FC(C(=O)N1CCC(CC1)O)(F)C=1C=C(C(=O)NC=2C=NN(C2)C)C=CC1F 3-(1,1-difluoro-2-(4-hydroxypiperidin-1-yl)-2-oxoethyl)-4-fluoro-N-(1-methyl-1H-pyrazol-4-yl)benzamide